1-(bromometh-yl)-4-(trifluorometh-ylsulfonyl)benzene BrCC1=CC=C(C=C1)S(=O)(=O)C(F)(F)F